FC=1C=C(C2=C(C(=NS2)C)C1)F 5,7-difluoro-3-methylbenzo[d]isothiazole